4-(2-(4-(benzo[b]thiophen-4-yl)piperazin-1-yl)ethyl)-4-methylcyclohexan-1-amine S1C2=C(C=C1)C(=CC=C2)N2CCN(CC2)CCC2(CCC(CC2)N)C